CC1CC(C1)(C1=NN=CN1C)C=1C=C(C=CC1)NC(=O)C=1C=2N(C=C(C1)CNC1(CC1)C)C=CN2 N-(3-((1s,3s)-3-methyl-1-(4-methyl-4H-1,2,4-triazol-3-yl)cyclobutyl)phenyl)-6-(((1-methylcyclopropyl)amino)methyl)imidazo[1,2-a]pyridine-8-carboxamide